C[C@@H]1CN(CCN1)C1=CC=C(C=N1)C1=NNC2=C1N=C(N=C2)N2[C@@H]1CCC[C@H]2[C@H](C1)O (1R,5S,6S)-8-(3-(6-((R)-3-Methylpiperazin-1-yl)pyridin-3-yl)-1H-pyrazolo[4,3-d]pyrimidin-5-yl)-8-azabicyclo[3.2.1]octan-6-ol